FC(C1=CC(=NNC1=O)N1CC2=CC=CC=C2C[C@H]1C(=O)N1CCN(CC1)C1=NC=C(C=N1)C(F)(F)F)(F)F 5-(trifluoromethyl)-3-[(3S)-3-[4-[5-(trifluoromethyl)pyrimidin-2-yl]piperazine-1-carbonyl]-3,4-dihydro-1H-isoquinolin-2-yl]-1H-pyridazin-6-one